C[C@](N)(CO)C(=O)O (L)-α-methylserine